ClC1=C(OC[C@@H]2CC[C@H](CC2)C(=O)N2OCC[C@H]2C=2C=NC=C(C#N)C2)C=C(C=C1)N1C(N(CC1=O)C)=O trans-5-((S)-2-(4-((2-chloro-5-(3-methyl-2,5-dioxoimidazolidin-1-yl)phenoxy)methyl)cyclohexane-1-carbonyl)isoxazolidin-3-yl)nicotinonitrile